3,4,6-trimethyldibenzothiophene CC=1C=CC2=C(SC3=C2C=CC=C3C)C1C